2,2,2-trifluoroethyl 2-oxo-2-[(2R,5S)-5-methyl-2-tetrahydropyran-2-yl-1-piperidyl]acetate O=C(C(=O)OCC(F)(F)F)N1[C@H](CC[C@@H](C1)C)C1OCCCC1